CNC1=NC(=CC(=C1)C[C@@H]1[C@H](N(C1=O)C(=O)N[C@H](CC)C1=CC=CC=C1)C(=O)N(C)C=1C=NN(C1)C)C (2S,3R)-3-((2-methylamino-6-methylpyridin-4-yl)methyl)-N2-(1-methyl-1H-pyrazol-4-yl)-N1-((R)-1-phenylpropyl)-N2-methyl-4-oxoazetidine-1,2-dicarboxamide